FC1(CNCCN(C1)C1=NC(=NC2=C(C(=CC=C12)C1=CC(=CC2=CC=CC(=C12)C#C)O)F)OC[C@]12CCCN2C[C@@H](C1)F)F 4-(4-(6,6-difluoro-1,4-diazepan-1-yl)-8-fluoro-2-(((2R,7aS)-2-fluorotetra-hydro-1H-pyrrolizin-7a(5H)-yl)methoxy)quinazolin-7-yl)-5-ethynylnaphthalen-2-ol